3,3'-Dihydroxy-4,5-dimethoxybibenzyl OC=1C=C(C=C(C1OC)OC)CCC1=CC(=CC=C1)O